N-((5-(2-oxo-3-(4-(trifluoromethyl)phenyl)-2,3-dihydro-1H-benzo[d]imidazol-1-yl)-1,3,4-oxadiazol-2-yl)methyl)acrylamide O=C1N(C2=C(N1C1=NN=C(O1)CNC(C=C)=O)C=CC=C2)C2=CC=C(C=C2)C(F)(F)F